ClC1=C(OP(=O)(N[C@H](C(=O)OC(C)C)C)CC2=CC3=C(SC(=C3)C(=O)O)C=C2)C=CC=C1 5-(((2-chlorophenoxy)(((S)-1-isopropoxy-1-oxopropan-2-yl)amino)phosphoryl)methyl)benzo[b]thiophene-2-carboxylic acid